5-(methyl(phenyl)amino)-[1,2,4]triazolo[4,3-a]quinazoline-7-carbaldehyde CN(C1=NC=2N(C3=CC=C(C=C13)C=O)C=NN2)C2=CC=CC=C2